C(CCCCC)C=1C(=C(C(C(=O)O)=CC1)C(=O)O)CC.OCCOC(C(=C)C)=O.C(C(=C)C)(=O)OC methyl methacrylate hydroxyethyl-methacrylate n-hexyl-(ethyl)phthalate